1-[3-(2-fluorophenyl)-1,2-oxazolidin-2-yl]-2,2-dimethylpropan-1-one FC1=C(C=CC=C1)C1N(OCC1)C(C(C)(C)C)=O